ClC=1C=C(C=CC1NC1(COC1)C1=CC=CC=C1)S(=O)(=O)NC=1SC=CN1 3-chloro-4-(3-phenyloxetan-3-ylamino)-N-(thiazol-2-yl)benzenesulfonamide